(Z)-1-(2-fluoro-4-(5-(4-(trifluoromethoxy)phenyl)-1,3,4-oxadiazol-2-yl)phenyl)-3-(3-(2-(methoxymethyl)-5-methylphenyl)-4-oxothiazolidin-2-ylidene)urea FC1=C(C=CC(=C1)C=1OC(=NN1)C1=CC=C(C=C1)OC(F)(F)F)NC(=O)\N=C\1/SCC(N1C1=C(C=CC(=C1)C)COC)=O